C(C)(=O)[O-].C(C)N1C=[NH+]C=C1 1-Ethylimidazolium acetate